4-phenylsulfonyl-5-fluoropyridine C1(=CC=CC=C1)S(=O)(=O)C1=CC=NC=C1F